2-[4-[(2S,6S)-2-chloro-6'-methyl-spiro[4,5-dihydrothieno[2,3-c]pyran-7,4'-piperidine]-2'-yl]pyrazol-1-yl]-N,N-dimethyl-acetamide ClC1=CC2=C(S1)C1(CC(NC(C1)C)C=1C=NN(C1)CC(=O)N(C)C)OCC2